methyl-2,3-dichloro-5-nitropyridine CC1=C(C(=NC=C1[N+](=O)[O-])Cl)Cl